IC=1C=C(CO[C@@H]2[C@@H](N(CCC2)CC2=NNC(N2)=O)C2=CC=CC=C2)C=CC1 3-(((2S,3S)-3-((3-iodobenzyl)oxy)-2-phenylpiperidin-1-yl)methyl)-1H-1,2,4-triazol-5(4H)-one